ClC=1C(=NC(=NC1)N1CCC(CC1)CN1CCN(CC1)C=1C=C2C(N(C(C2=CC1)=O)C1C(NC(CC1)=O)=O)=O)NC=1C=C2C=CC(N(C2=CC1)C)=O 5-(4-((1-(5-chloro-4-((1-methyl-2-oxo-1,2-dihydroquinolin-6-yl)amino)pyrimidin-2-yl)piperidin-4-yl)methyl)piperazin-1-yl)-2-(2,6-dioxopiperidin-3-yl)isoindoline-1,3-dione